CC=1C(N2C(C(CCC2=CC1)=O)COC1CCC(CC1)C)=O 7-methyl-4-({[(1s,4s)-4-methylcyclohexyl]oxy}methyl)-2H-quinolizine-3,6(1H,4H)-dione